B(OCCCCCCCCCC)(OCCCCCCCCCC)OCCCCCCCCCC tri(n-decyl) borate